C1(=CC=CC=C1)S(=O)(=O)OC1=C(C=CC=C1)NC(=O)NC1=CC(=CC=C1)OS(=O)(=O)C1=CC=C(C)C=C1 N-[2-(phenylsulfonyloxy)phenyl]-N'-[3-(p-toluenesulfonyloxy)phenyl]urea